F[C@@H]1CN(CC[C@@H]1OC)C1=NC=CC(=N1)NC1=NC=C(C(=O)NC2=CC(=CC(=C2)C(F)(F)F)N2CCN(CC2)C)C(=C1)NC(C)C 6-((2-(cis-3-fluoro-4-methoxypiperidin-1-yl)pyrimidin-4-yl)amino)-4-(isopropylamino)-N-(3-(4-methylpiperazin-1-yl)-5-(trifluoromethyl)phenyl)nicotinamide